2-amino-N-((5-bromopyridin-2-yl)methyl)-N-isobutyl-3-methylquinoline-6-carboxamide NC1=NC2=CC=C(C=C2C=C1C)C(=O)N(CC(C)C)CC1=NC=C(C=C1)Br